N-(5-(2,2-difluoropropanoyl)-6-((2,3',5'-trifluoro-[1,1'-biphenyl]-3-yl)methyl)-5-azaspiro[2.4]heptan-7-yl)methanesulfonamide FC(C(=O)N1CC2(CC2)C(C1CC=1C(=C(C=CC1)C1=CC(=CC(=C1)F)F)F)NS(=O)(=O)C)(C)F